2,2-diethyl-4-m-tolyl-1-p-nitrobenzenesulfonylpyrrolidine C(C)C1(N(CC(C1)C=1C=C(C=CC1)C)S(=O)(=O)C1=CC=C(C=C1)[N+](=O)[O-])CC